O=S1(C(C2(C1)CN(C2)C2=CC=C(C=N2)C=O)([O-])[O-])=O [6-(2,2-dioxido(dioxido)-2-thia-6-azaspiro[3.3]hept-6-yl)pyridin-3-yl]methanone